BrC1=CC=C(C=C1)CC(=O)N[C@H](C)C1=CC=CC=C1 2-(4-Bromophenyl)-N-[(1R)-1-phenylethyl]acetamide